CN(C1(CCC1)C(=O)O)C 1-(DIMETHYLAMINO)CYCLOBUTANE-1-CARBOXYLIC ACID